The molecule is a 2,3-trans-enoyl CoA(4-) arising from deprotonation of the phosphate and diphosphate groups of trans-2-octadecenoyl-CoA; major species at pH 7.3. It is a 2,3-trans-enoyl CoA(4-) and an octadecenoyl-CoA(4-). It is a conjugate base of a trans-2-octadecenoyl-CoA. CCCCCCCCCCCCCCC/C=C/C(=O)SCCNC(=O)CCNC(=O)[C@@H](C(C)(C)COP(=O)([O-])OP(=O)([O-])OC[C@@H]1[C@H]([C@H]([C@@H](O1)N2C=NC3=C(N=CN=C32)N)O)OP(=O)([O-])[O-])O